2-(2-(4-Methylpiperazin-1-yl)ethoxy)-N-(4-phenylbut-3-yn-1-yl)-1H-benzo[d]imidazole-1-carboxamide CN1CCN(CC1)CCOC1=NC2=C(N1C(=O)NCCC#CC1=CC=CC=C1)C=CC=C2